methyl (3S)-3-amino-6-(tert-butoxycarbonylamino)-hexanoate N[C@H](CC(=O)OC)CCCNC(=O)OC(C)(C)C